ClC(=CC(F)(F)F)Cl 1,1-dichloro-3,3,3-trifluoro-1-propene